ONC=1C=C(C(=O)[O-])C=CC1 3-hydroxyaminobenzoate